C1(=CC=CC=C1)C1=NC=2N(C(=C1)C1=NC=CC=N1)N=C(C2)C(=O)O 5-phenyl-7-(pyrimidin-2-yl)pyrazolo[1,5-a]pyrimidine-2-carboxylic acid